O[C@@H](CN(C(C)=O)C)C1=CC=C(C=C1)OCCCCN1N=NN=C1C (R)-N-(2-Hydroxy-2-(4-(4-(5-methyl-1H-tetrazol-1-yl)butoxy)phenyl)ethyl)-N-methylacetamide